5-methyl-3-(6-((6-(oxetane-3-yl)-5,6,7,8-tetrahydro-1,6-naphthyridin-2-yl)methoxy)-[1,2,4]triazolo[4,3-b]pyridazin-3-yl)isoxazole CC1=CC(=NO1)C1=NN=C2N1N=C(C=C2)OCC2=NC=1CCN(CC1C=C2)C2COC2